1-(3-aminopyrazol-1-yl)-2-methyl-propan-2-ol NC1=NN(C=C1)CC(C)(O)C